FC(CCS(=O)(=O)NC1=C(C=C(C=C1)C1=NC=2C=NC(=NC2N(C1=O)C(C)C)N[C@@H]1CNC[C@@H](C1)CF)F)(C)F 3,3-difluoro-N-[2-fluoro-4-[2-[[(3S,5R)-5-(fluoromethyl)-3-piperidyl]amino]-8-iso-propyl-7-oxo-pteridin-6-yl]phenyl]butane-1-sulfonamide